COC(=O)C1(C(C(=NO1)C1=C(C=C(C(=C1)N)F)Cl)C)C 3-(5-amino-2-chloro-4-fluoro-phenyl)-4,5-dimethyl-4H-isoxazole-5-carboxylic acid methyl ester